5-(5-(1-acetylazetidin-3-yl)-3-((3,5-difluorobenzyl)oxy)pyridin-2-yl)-N-(3-chloro-5-(methylsulfonamido)phenyl)-1-methyl-1H-pyrrole-3-carboxamide C(C)(=O)N1CC(C1)C=1C=C(C(=NC1)C1=CC(=CN1C)C(=O)NC1=CC(=CC(=C1)NS(=O)(=O)C)Cl)OCC1=CC(=CC(=C1)F)F